CC1=CC(=CC(=N1)N1C(CCC1)C(=O)N)C(F)(F)F 1-(6-methyl-4-(trifluoromethyl)pyridin-2-yl)pyrrolidine-2-carboxamide